Ethyl trans-2-{7-cyclopropyl-5-[(1R)-1-methyl-1,2,3,4-tetrahydroisoquinoline-2-carbonyl]pyrazolo[1,5-a]pyrimidin-2-yl}-2-fluorocyclopropane-1-carboxylate C1(CC1)C1=CC(=NC=2N1N=C(C2)[C@@]2([C@@H](C2)C(=O)OCC)F)C(=O)N2[C@@H](C1=CC=CC=C1CC2)C